COC=1C=C2C=C(C=NC2=C(C1)N1CCC(CC1)C(F)(F)F)C(=O)N[C@H](C)C(=O)O (6-Methoxy-8-(4-(trifluoromethyl)piperidin-1-yl)quinoline-3-carbonyl)-D-alanine